(benzotriazol-1-yloxy)tripyrrolidino-phosphonium hexafluorophosphate F[P-](F)(F)(F)(F)F.N1(N=NC2=C1C=CC=C2)O[P+](N2CCCC2)(N2CCCC2)N2CCCC2